chloro-2-phenylpyridazin ClC=1N(NC=CC1)C1=CC=CC=C1